methyl (1S)-2-(2-acetoxyacetyl)-7-chloro-1-methyl-2,3,9,10-tetrahydro-1H-furo[3,2-f]pyrrolo[3,4-c]quinoline-9-carboxylate C(C)(=O)OCC(=O)N1CC=2C=NC=3C=C(C4=C(C3C2[C@@H]1C)CC(O4)C(=O)OC)Cl